3,6-dichloro-4-cyclobutylpyridazine-13C Cl[13C]=1N=NC(=CC1C1CCC1)Cl